2-chloro-4-[(2-hydroxybenzyl)amino]pyrimidin-5-carboxamide ClC1=NC=C(C(=N1)NCC1=C(C=CC=C1)O)C(=O)N